β-D-mannopyranuronosyl-(1→4)-α-L-gulopyranuronosyl-(1→4)-α-L-gulopyranuronate [C@@H]1([C@@H](O)[C@@H](O)[C@H](O)[C@H](O1)C(=O)O)O[C@H]1[C@@H]([C@@H]([C@@H](O[C@H]1C(=O)O)O[C@H]1[C@@H]([C@@H]([C@H](O)O[C@H]1C(=O)[O-])O)O)O)O